C(CCCCCCC\C=C/CCCCCC)(=O)OCCCCCCCCCCCCCCCCCCCO 19-hydroxynonadecyl palmitoleate